[(2R,3R,4R,5R,6R)-5-acetamido-3,4-diacetoxy-6-[2-(2-benzyloxyethoxy)ethoxy]-tetrahydropyran-2-yl]methyl acetate C(C)(=O)OC[C@H]1O[C@H]([C@@H]([C@H]([C@H]1OC(C)=O)OC(C)=O)NC(C)=O)OCCOCCOCC1=CC=CC=C1